NC1=C2C(=NC=N1)N(N=C2C2=CC=C(C=C2)OC2=CC=CC=C2)[C@H]2CN(CCC2)C(CCCCCSC2=CC(=C1C(N(C(C1=C2)=O)C2C(NC(CC2)=O)=O)=O)F)=O 6-((6-((R)-3-(4-amino-3-(4-phenoxyphenyl)-1H-pyrazolo[3,4-d]pyrimidin-1-yl)piperidin-1-yl)-6-oxohexyl)thio)-2-(2,6-dioxopiperidin-3-yl)-4-fluoroisoindoline-1,3-dione